C1(=CC=CC=C1)CC(=O)OC[C@]1(O[C@H](C[C@@H]1O)N1C2=NC(=NC(=C2N=C1)N)F)C#C ((2R,3S,5R)-5-(6-amino-2-fluoro-9H-purin-9-yl)-2-ethynyl-3-hydroxy-tetra-hydrofuran-2-yl)methyl 2-phenyl-acetate